8-(((4-Bromo-3-fluorophenyl)sulfonyl)methyl)-1,4-dioxaspiro[4.5]decane BrC1=C(C=C(C=C1)S(=O)(=O)CC1CCC2(OCCO2)CC1)F